C(CCC)NC([C@@H](NC1=NC=2C=CC=CC2C=2N1N=C(N2)C2=C(C=C(C=C2)Cl)OC(F)(F)F)C)=O N-butyl-N2-{2-[4-chloro-2-(trifluoromethoxy)phenyl][1,2,4]triazolo[1,5-c]quinazolin-5-yl}alaninamide